1-((1r,4R)-4-(cyanomethyl)cyclohexyl)-1,6-dihydroimidazo[4,5-d]pyrrole C(#N)CC1CCC(CC1)N1C=NC2=C1CC=N2